C(CCCCCCCCCCC)N(CCO)CCCCCCCCCCCC 2-(Didodecylamino)ethan-1-ol